(S)-1-(4-(naphthalen-1-ylcarbamoyl)benzyl)-N-(4-((1,2,3,4-tetrahydroacridin-9-yl)amino)butyl)pyrrolidine-3-carboxamide C1(=CC=CC2=CC=CC=C12)NC(=O)C1=CC=C(CN2C[C@H](CC2)C(=O)NCCCCNC=2C3=CC=CC=C3N=C3CCCCC23)C=C1